4-(6-methyloxy-3-nitro-2-pyridinyl)morpholin-3-one COC1=CC=C(C(=N1)N1C(COCC1)=O)[N+](=O)[O-]